N-(5-carbamoyl-4-methylthiophen-3-yl)-2-(4,4-difluoroazepan-1-yl)-7-fluoroquinoline-3-carboxamide C(N)(=O)C1=C(C(=CS1)NC(=O)C=1C(=NC2=CC(=CC=C2C1)F)N1CCC(CCC1)(F)F)C